1,1,1,3,3,3-hexafluoropropan-2-one FC(C(C(F)(F)F)=O)(F)F